(3S,4S) or (3R,4R)-4-(4-{2-[(1-cyclopropyl-5-methyl-1H-pyrazol-4-yl)amino]-6-methylquinazolin-7-yl}piperazin-1-yl)oxolan-3-ol C1(CC1)N1N=CC(=C1C)NC1=NC2=CC(=C(C=C2C=N1)C)N1CCN(CC1)[C@@H]1[C@@H](COC1)O |o1:27,28|